N-((S)-2-(((S)-1-(benzo[d]thiazol-2-yl)-1-oxo-3-((S)-2-oxopyrrolidin-3-yl)propan-2-yl)amino)-1-cyclopentyl-2-oxoethyl)-4-methoxy-1H-indole-2-carboxamide S1C(=NC2=C1C=CC=C2)C([C@H](C[C@H]2C(NCC2)=O)NC([C@H](C2CCCC2)NC(=O)C=2NC1=CC=CC(=C1C2)OC)=O)=O